1-(4-(4-methoxyphenyl)butyl)-4-methyl-1H-1,2,3-triazole COC1=CC=C(C=C1)CCCCN1N=NC(=C1)C